BrC(C)C1=C2C=C(N(C(C2=CC(=C1)C)=O)C=1SC=CN1)C1=CC=C(C=C1)F 5-(1-bromoethyl)-3-(4-fluorophenyl)-7-methyl-2-(thiazol-2-yl)isoquinolin-1(2H)-one